5-fluorobenzene-1,3-diol FC=1C=C(C=C(C1)O)O